6-{7-[(3S,4S)-3-fluoro-2,2,6,6-tetramethylpiperidin-4-yl]-7H-pyrrolo[2,3-c]pyridazin-3-yl}-2-methyl-2H-benzotriazol-5-ol F[C@@H]1C(NC(C[C@@H]1N1C=CC2=C1N=NC(=C2)C=2C(=CC=1C(=NN(N1)C)C2)O)(C)C)(C)C